2,5-Dimethyl-piperazin CC1NCC(NC1)C